ethyl 2-acetylamino-6-cyano-6-(2-cyclopropylethyl)-4,5,6,7-tetrahydro-1-thia-3-indenecarboxylate C(C)(=O)NC=1SC=2CC(CCC2C1C(=O)OCC)(CCC1CC1)C#N